BrC1=C(N)C=CC(=C1)Cl 2-bromo-4-chloroaniline